C(CC)C1OC2=C(C(N1)=O)C=C(C=C2)NC(=O)C=2NC1=CC=C(C=C1C2)Cl N-(2-propyl-4-oxo-3,4-dihydro-2H-benzo[e][1,3]oxazin-6-yl)-5-chloro-1H-indole-2-carboxamide